cyclohexene-1-yl-boric acid C1(=CCCCC1)OB(O)O